CN(CC[C@@H](C(=O)O)NC(=O)C1CN(C1)S(=O)(=O)C1=CC=C(C=C1)C)CCCCC1=NC=2NCCCC2C=C1 (S)-4-(methyl-(4-(5,6,7,8-tetrahydro-1,8-naphthyridin-2-yl)butyl)amino)-2-(4-methylbenzenesulfonylazetidine-3-carboxamido)butanoic acid